C(C)(=O)OC1O[C@]([C@H]([C@H]1OC(C)=O)OCC1=CC=CC=C1)(CF)COCC1=CC=CC=C1 (3R,4S,5R)-4-(benzyloxy)-5-((benzyloxy)methyl)-5-(fluoromethyl)tetrahydrofuran-2,3-diyl diacetate